(2R,3R,4R,5R)-2-(acetoxymethyl)-5-(6-chloro-4-(methoxyamino)-1H-pyrazolo[3,4-b]Pyridin-1-yl)tetrahydrofuran-3,4-diyl diacetate C(C)(=O)O[C@@H]1[C@H](O[C@H]([C@@H]1OC(C)=O)N1N=CC=2C1=NC(=CC2NOC)Cl)COC(C)=O